2-hydrazinoquinoline N(N)C1=NC2=CC=CC=C2C=C1